C1(CCCCCCCCCCCCN1)=O tridecanelactam